N1(CCC1)C1=NC(=C2N=CN(C2=N1)CC1=CC=C(C=C1)O)N1CCSCC1 2-(Azetidin-1-yl)-9-(4-hydroxybenzyl)-6-thiomorpholino-9H-purin